tert-butyl-4-((4-(3-(2,6-dioxopiperidin-3-yl)-1-methyl-1H-indazol-6-yl)piperazin-1-yl)methyl)piperidine-1-carboxylate C(C)(C)(C)OC(=O)N1CCC(CC1)CN1CCN(CC1)C1=CC=C2C(=NN(C2=C1)C)C1C(NC(CC1)=O)=O